O=C1NC(CCC1N1CC2=CC=CC(=C2C1)N1CCC(CC1)CN1CCC(CC1)CC1CCNCC1)=O 2-(2,6-dioxo-3-piperidyl)-4-[4-[[4-(4-piperidylmethyl)-1-piperidyl]methyl]-1-piperidyl]isoindoline